(6-nitro-2,3-dihydrobenzo[b][1,4]dioxin-2-yl)methanol [N+](=O)([O-])C1=CC2=C(OC(CO2)CO)C=C1